BrC1=CC=CC=2OC(OC21)C2=CC=CC=C2 4-bromo-2-phenylbenzo[d][1,3]dioxol